O=C1NC(=NC2=CC=CC=C12)CCCC(=O)O 4-(4-oxo-3,4-dihydroquinazolin-2-yl)butyric acid